6-bromo-1-(3,5-dichlorophenyl)isoquinolin-5-amine BrC1=C(C=2C=CN=C(C2C=C1)C1=CC(=CC(=C1)Cl)Cl)N